3-methoxy-5-(2,2,2-trifluoroethoxy)benzonitrile COC=1C=C(C#N)C=C(C1)OCC(F)(F)F